3-fluoro-4-(2-((tetrahydro-2H-pyran-2-yl)oxy)ethoxy)benzoic acid FC=1C=C(C(=O)O)C=CC1OCCOC1OCCCC1